ClC1=C(C=C(C(=O)NC2=CC=C(C=C2)C2=NNC(=N2)C2CC2)C=C1)CN1CCS(CC1)(=O)=O 4-Chloro-N-[4-(5-cyclopropyl-1H-1,2,4-triazol-3-yl)phenyl]-3-[(1,1-dioxo-1,4-thiazinan-4-yl)methyl]benzamide